C(C)(C)(C)OC(=O)N(N)C1=CC=C(C=C1)CN1CCOCC1 1-(4-(Morpholinylmethyl)phenyl)hydrazine-1-carboxylic acid tert-butyl ester